4-{[trans-3-(Carbamoylamino)cyclobutyl]oxy}-N-[(7S)-4-fluorobicyclo[4.2.0]octa-1,3,5-trien-7-yl]-N'-hydroxy-1,2,5-oxadiazol-3-carboximidamid C(N)(=O)N[C@@H]1C[C@H](C1)OC=1C(=NON1)C(N[C@@H]1C2=CC(=CC=C2C1)F)=NO